1-((2R,3S,4R,5R)-5-(chloromethyl)-3-fluoro-5-(hydroxymethyl)-4-((4-methoxyphenyl)diphenylmethoxy)tetrahydrofuran-2-yl)-5-fluoropyrimidine-2,4(1H,3H)-dione ClC[C@]1([C@H]([C@@H]([C@@H](O1)N1C(NC(C(=C1)F)=O)=O)F)OC(C1=CC=CC=C1)(C1=CC=CC=C1)C1=CC=C(C=C1)OC)CO